oxo-phenylphosphonic acid dichloride O=C1C(C=CC=C1)P(=O)(Cl)Cl